dodecylmethyldihydroxyethylammonium bromide [Br-].C(CCCCCCCCCCC)[NH+](CC(O)O)C